C(N)(=O)C1=CC(=C(C(=C1)[N+](=O)[O-])NCCCN1CCC(CC1)C(=O)NC1=CC=CC=C1)OC 1-(3-((4-carbamoyl-2-methoxy-6-nitrophenyl)amino)propyl)-N-phenylpiperidine-4-carboxamide